ClC1=C2N=CC=NC2=CC=C1C1=NNC2=NC(=CN=C21)N2C[C@H]1C([C@H]1C2)(C=2SC=C(N2)C)CN ((1R,5S,6r)-3-(3-(5-chloroquinoxalin-6-yl)-1H-pyrazolo[3,4-b]pyrazin-6-yl)-6-(4-methylthiazol-2-yl)-3-azabicyclo[3.1.0]hexan-6-yl)methanamine